6-[(3S)-3-Aminopiperidin-1-yl]-5-methyl-N-[2-(3-methylpyridin-2-yl)-[1,3]thiazolo[5,4-c]pyridin-6-yl]pyridin-2-amine N[C@@H]1CN(CCC1)C1=C(C=CC(=N1)NC1=CC2=C(C=N1)SC(=N2)C2=NC=CC=C2C)C